C(=O)O.N1CC(CCC1)C1=C(C(=O)N)C=CC=C1 (piperidin-3-yl)benzamide formic acid salt